OC[C@H](C)[C@H]1CC[C@H]2C3=CCC4C[C@H](CC[C@]4(C)[C@H]3CC[C@]12C)CC(=O)[O-] (3S,20R)-20-(hydroxymethyl)-pregn-7-en-3-ylacetate